4-[(1S)-1-[[1-(2-fluoroethyl)-4-[[4-(trifluoromethyl)phenyl]methyl]indole-3-carbonyl]amino]ethyl]benzoic acid FCCN1C=C(C2=C(C=CC=C12)CC1=CC=C(C=C1)C(F)(F)F)C(=O)N[C@@H](C)C1=CC=C(C(=O)O)C=C1